pyrazolo[3,4-b]indol-5-amine N1=NC=C2C1=NC1=CC=C(C=C21)N